NC=1C2=C(C(NN1)=O)N(C=C2C2=CC=C(CNC(C1=C(C=CC(=C1)F)OC)=O)C=C2)[C@H]2CN(CC2)S(=O)(=O)C (R)-N-(4-(4-amino-1-(1-(methylsulfonyl)pyrrolidin-3-yl)-7-oxo-6,7-dihydro-1H-pyrrolo[2,3-d]pyridazin-3-yl)benzyl)-5-fluoro-2-methoxybenzamide